C1(CC1)C1COCCN1C=1N=C(C2=C(N1)N=CC=C2)NCC=2C(=NC=CC2)C(F)(F)F 2-(3-cyclopropylmorpholino)-N-((2-(trifluoromethyl)pyridin-3-yl)methyl)pyrido[2,3-d]pyrimidin-4-amine